O=C1N(C(C2(C3=CC(=CC=C13)C(F)(F)F)CC2)=O)CC(=O)NC2=NC=C(C=N2)F 2-[1',3'-dioxo-6'-(trifluoromethyl)spiro[cyclopropane-1,4'-isoquinoline]-2'-yl]-N-(5-fluoropyrimidin-2-yl)acetamide